2-((5-bromopyridin-2-yl)(2-oxoquinolin-1(2H)-yl)methyl)acrylic acid methyl ester COC(C(=C)C(N1C(C=CC2=CC=CC=C12)=O)C1=NC=C(C=C1)Br)=O